C(CCC\C=C\CCCCCCCC)O (E)-5-tetradecenyl alcohol